4-bromo-6-fluoro-5-(fluoromethoxy-d2)naphthalen-2-amine BrC1=CC(=CC2=CC=C(C(=C12)OC([2H])([2H])F)F)N